C(C)OC(=O)C1(C(NC1)C)C1=CC(=CC=C1)C 2-methyl-3-(3-methylphenyl)azetidine-3-carboxylic acid ethyl ester